(3-chloropropyl)-7,8-dimethoxy-2,3,4,5-tetrahydro-1h-3-benzoazepin-2-one ClCCCC1C(NCCC2=C1C=C(C(=C2)OC)OC)=O